5-{[9-chloro-7-(5-fluoroindol-1-yl)-3,5-dihydro-2H-1,4-benzoxazepin-4-yl]methyl}pyrimidine-2-carboxamide ClC1=CC(=CC=2CN(CCOC21)CC=2C=NC(=NC2)C(=O)N)N2C=CC1=CC(=CC=C21)F